3-[(2-cyclopropylethyl)[2-(2,6-dioxopiperidin-3-yl)-1-oxo-3H-isoindol-4-yl]amino]bicyclo[1.1.1]pentane-1-carboxamide C1(CC1)CCN(C12CC(C1)(C2)C(=O)N)C2=C1CN(C(C1=CC=C2)=O)C2C(NC(CC2)=O)=O